(2S)-4-methyl-N-(1H-tetrazol-5-ylmethyl)-2-({[4-(trifluoromethyl)phenyl]carbamoyl}amino)pentanamide CC(C[C@@H](C(=O)NCC1=NN=NN1)NC(NC1=CC=C(C=C1)C(F)(F)F)=O)C